Dichloro-octyl-isothiazolinone ClC1(C(C(=NS1)CCCCCCCC)=O)Cl